(((5-(3-(3-fluorophenoxy) azetidine-1-carbonyl)-7H-pyrrolo[2,3-d]pyrimidin-4-yl) amino) methyl) piperidine-1-carboxylate N1(CCCCC1)C(=O)OCNC=1C2=C(N=CN1)NC=C2C(=O)N2CC(C2)OC2=CC(=CC=C2)F